FC=1C=C(C=CC1)NC1=CC=CC2=C1OC1=C2C=CC=C1C=1C=CC=2N(C3=CC=CC=C3C2C1)C1=CC=CC=C1 N-(3-fluorophenyl)-6-(9-phenyl-9H-carbazol-3-yl)dibenzo[b,d]furan-4-amine